COC=1C=CC2=C(C(OC3=C2C=CC(=C3)OCCCN(CCC)CCC)=O)C1 8-methoxy-3-(3-(dipropylamino)propoxy)-6H-benzo[c]benzopyran-6-one